propyl 2-(3-(3-(tert-butyl)-5-(methoxycarbonyl) benzoylamino) propionylamino)-4-methylthiazole-5-carboxylate C(C)(C)(C)C=1C=C(C(=O)NCCC(=O)NC=2SC(=C(N2)C)C(=O)OCCC)C=C(C1)C(=O)OC